N-hydroxy-4-(4-methoxybenzyl)-2-methyl-3-oxo-3,4-dihydro-2H-benzo[b][1,4]oxazine-7-carboxamide ONC(=O)C=1C=CC2=C(OC(C(N2CC2=CC=C(C=C2)OC)=O)C)C1